Methyl 6-(2-(tert-butoxy)-2-oxoethoxy)-2-methyl-1H-benzo[d]imidazole-4-carboxylate C(C)(C)(C)OC(COC=1C=C(C2=C(NC(=N2)C)C1)C(=O)OC)=O